7-bromo-4-(piperidin-4-yl)-1-methyl-1,4-dihydropyrido[2,3-b]Pyrazine-2,3-dione BrC1=CC2=C(N(C(C(N2C)=O)=O)C2CCNCC2)N=C1